4-chloro-3-iodo-6-(1-(4-methoxybenzyl)-1H-pyrazol-4-yl)pyrazolo[1,5-a]Pyridine ClC=1C=2N(C=C(C1)C=1C=NN(C1)CC1=CC=C(C=C1)OC)N=CC2I